C(C1=CC=CC=C1)OCCC(C#CC(CCC(F)(F)F)NS(=O)C(C)(C)C)(F)F N-(9-(benzyloxy)-1,1,1,7,7-pentafluoronon-5-yn-4-yl)-2-methylpropane-2-sulfinamide